6-(2',4'-dimethoxybiphenyl-4-yl)methoxy-2-[2-(N,N-dimethylamino)ethyl]tetralin COC1=C(C=CC(=C1)OC)C1=CC=C(C=C1)COC=1C=C2CCC(CC2=CC1)CCN(C)C